C(C)OC1=CN=CC(=N1)C1=NN=C(O1)C(=O)O 5-(6-ethoxypyrazin-2-yl)-1,3,4-oxadiazole-2-carboxylic acid